6-oxopyridin O=C1C=CC=CN1